diisopropyl 1,2-cyclohexanedicarboxylate C1(C(CCCC1)C(=O)OC(C)C)C(=O)OC(C)C